4-(((3s,4s)-4-(aminomethyl)-1-((5-(difluoromethoxy)pyridin-2-yl)sulfonyl)-4-hydroxypyrrolidin-3-yl)oxy)-2-fluorobenzonitrile NC[C@]1([C@H](CN(C1)S(=O)(=O)C1=NC=C(C=C1)OC(F)F)OC1=CC(=C(C#N)C=C1)F)O